(4-bromo-6-methylpyridin-2-yl)acetamide BrC1=CC(=NC(=C1)C)CC(=O)N